ortho-bis(trifluoromethyl)benzene FC(C1=C(C=CC=C1)C(F)(F)F)(F)F